ClC1=CC(=C(C=C1)B(O)O)O (4-chloro-2-hydroxyphenyl)boronic acid